(-)-cyclopropanesulfonamide C1(CC1)S(=O)(=O)N